ClC1=C(C=CC=C1C=1C=NC(=C(C1)F)N1C(CCCC1)=O)C1C(NC(CC1)=O)=O 3-(2-chloro-3-(5-fluoro-6-(2-oxopiperidin-1-yl)pyridin-3-yl)phenyl)piperidine-2,6-dione